BrC1=C(C=NN1C1=CC=C(C=C1)Cl)CO[Si](C)(C)C(C)(C)C 5-bromo-4-(((tert-butyldimethylsilyl)oxy)methyl)-1-(4-chlorophenyl)-1H-pyrazole